(2R,3R,4S,5R,6R)-4-(4-(4-chloro-2,3-difluorophenyl)-1H-1,2,3-triazol-1-yl)-2-(hydroxymethyl)-5-methoxy-6-((1-(spiro[2.3]hex-5-yl)-1H-1,2,3-triazol-4-yl)methyl)tetrahydro-2H-pyran-3-ol ClC1=C(C(=C(C=C1)C=1N=NN(C1)[C@H]1[C@H]([C@H](O[C@@H]([C@@H]1OC)CC=1N=NN(C1)C1CC2(CC2)C1)CO)O)F)F